anti-ascorbic acid phosphate P(=O)(O)(O)O.O=C1C(O)=C(O)[C@H](O1)[C@@H](O)CO